4-Methoxybenzyl 3-(bromomethylene)cyclobutane-1-carboxylate BrC=C1CC(C1)C(=O)OCC1=CC=C(C=C1)OC